ClCCC[Si](OC)(OC)OC 3-Chloropropyl-trimethoxysilane